C(#N)C=1C(=NC(=NC1)N[C@H]1C[C@H](CCC1)N1C=NC=2C1=NC=C(C2)C#N)C=2C=NN(C2)C(C)C 3-((1S,3R)-3-((5-cyano-4-(1-isopropyl-1H-pyrazol-4-yl)pyrimidin-2-yl)amino)cyclohexyl)-3H-imidazo[4,5-b]pyridine-6-carbonitrile